1-(4-(2-bromoethoxy)phenyl)-5-(4-chlorophenyl)-1,4-pentadien-3-one BrCCOC1=CC=C(C=C1)C=CC(C=CC1=CC=C(C=C1)Cl)=O